C(C)(C)(C)OC(NC1=CC(=CC=C1)COC1=C(C(=C(C=C1)C1CC1)C1OCCO1)F)=O (3-((4-cyclopropyl-3-(1,3-dioxolan-2-yl)-2-fluorophenoxy)methyl)phenyl)carbamic acid tert-butyl ester